[Cl-].C(CCCCCCCCCC)[NH+]1C(CCC1)CCCC 1-Undecyl-2-butylpyrrolidinium chlorid